CC1=CC=NN1C1=NN=C(S1)N 5-(5-methylpyrazol-1-yl)-1,3,4-thiadiazol-2-amine